C(C)(C)N1N=C(N=C1[C@@H]1CC(CC1)=O)C1=CC=C(C=C1)C(F)(F)F (S)-3-(1-Isopropyl-3-(4-(trifluoromethyl)phenyl)-1H-1,2,4-triazol-5-yl)cyclopentanone